Cl.OC=1C=2C(N=CC1)=C(N(N2)C2=CC=C(C=C2)OC2=CC=CC=C2)C(=O)OCC ethyl 7-hydroxy-2-(4-phenoxyphenyl)-2H-pyrazolo[4,3-b]pyridine-3-carboxylate hydrochloride